C1=CC=C(C=2OC3=C(C21)C=CC=C3)P(N(C(C)C)P(C3=CC=C(C=C3)[Si](CCCC)(CCCC)CCCC)C3=CC=CC2=C3OC3=C2C=CC=C3)C3=CC=C(C=C3)[Si](CCCC)(CCCC)CCCC 1-(dibenzo[b,d]furan-4-yl)-N-(dibenzo[b,d]furan-4-yl(4-(tributylsilyl)phenyl)phosphaneyl)-N-isopropyl-1-(4-(tributylsilyl)phenyl)phosphanamine